p-hydroxyacetophenone oxime OC1=CC=C(C=C1)C(C)=NO